ClC1=CC=[14C](N)C=C1 p-chloroaniline-14C